BrC1=C(C#N)C=CC=C1C(F)(F)F 2-bromo-3-(trifluoromethyl)benzonitrile